N-cetyl-3-methylpyridinium C(CCCCCCCCCCCCCCC)[N+]1=CC(=CC=C1)C